ClC=1C=CC(=C(C1)C(CC1=NC(=NC(=N1)N[C@@H](CO)CC(C)C)NS(=O)(=O)C)C)O N-(4-(2-(5-chloro-2-hydroxyphenyl)propyl)-6-(((R)-1-hydroxy-4-methylpent-2-yl)amino)-1,3,5-triazin-2-yl)methanesulfonamide